N-(5-methoxy-2-methyl-phenyl)-2-[5-(1-piperidylsulfonyl)indol-1-yl]propanamide COC=1C=CC(=C(C1)NC(C(C)N1C=CC2=CC(=CC=C12)S(=O)(=O)N1CCCCC1)=O)C